2-(4-acetylphenyl)-10-(tert-butylamino)-7,7-dimethyl-5,12b-dihydro-1H,7H-chromeno[4,3-c][1,2,4]triazolo[1,2-a]pyridazine-1,3(2H)-dione C(C)(=O)C1=CC=C(C=C1)N1C(N2N(CC=C3C2C=2C=CC(=CC2OC3(C)C)NC(C)(C)C)C1=O)=O